6-(4-isopropyl-3-(4-(4-methylpiperazin-1-yl)phenyl)-1H-pyrazol-5-yl)-8-methyl-[1,2,4]triazolo[1,5-a]pyridine C(C)(C)C=1C(=NNC1C=1C=C(C=2N(C1)N=CN2)C)C2=CC=C(C=C2)N2CCN(CC2)C